tert-butyl (R)-2-(3-((tert-butyldimethylsilyl)oxy)-2-methylpropyl)hydrazine-1-carboxylate [Si](C)(C)(C(C)(C)C)OC[C@@H](CNNC(=O)OC(C)(C)C)C